2-amino-6-hydroxy-6-methyl-2-(2,4,6-trifluoromethylphenyl)cyclohexane-1-one NC1(C(C(CCC1)(C)O)=O)C1=C(C=C(C=C1CF)CF)CF